C(CCCCCCC\C=C/CCCCCCCC)(=O)N[C@@H](CO)C(=O)OC Methyl oleoyl-L-serinate